C12(CC(C1)C2)NC(CN2C(C(=CC=C2)NC([C@H](CCC(C(=O)NC)=O)NC(=O)C2=NOC(=N2)C)=O)=O)=O (S)-N1-(1-(2-(Bicyclo[1.1.1]pentan-1-ylamino)-2-oxoethyl)-2-oxo-1,2-dihydropyridin-3-yl)-N6-methyl-2-(5-methyl-1,2,4-oxadiazol-3-carboxamido)-5-oxohexandiamid